C(C)C(C1=CC=CC=C1)(P(O)(O)=O)CC.C(C1=CC=CC=C1)P(OCC)(OCC)=O diethyl benzylphosphonate (Diethyl benzylphosphonate)